2-Bromo-1-(2,6-dimethylpyridin-4-yl)ethan-1-one hydrobromide Br.BrCC(=O)C1=CC(=NC(=C1)C)C